FC=1C=CC=2N(C(C=C(N2)C=2C=CC=3N(C2)C=C(N3)C)=O)C1 C7-fluoro-2-(2-methylimidazo[1,2-a]pyridin-6-yl)-4H-pyrido[1,2-a]pyrimidin-4-one